Cl.N(C)CC(=O)O sarcosinic acid hydrochloride